N[C@@H]1C2=CC=CC=C2CC12CCN(CC2)C2=C(C(=CC(=N2)O)C(=C)C2=NNC=C2)F (S)-6-(1-amino-1,3-dihydrospiro[indene-2,4'-piperidine]-1'-yl)-3-(1-(5-fluoro-2-hydroxypyridin-4-yl)vinyl)-1H-pyrazole